N-((S)-4-((1R,2S)-2-(4-fluorophenyl)cyclopropylamino)-1-(4-(methylsulfonyl)piperazin-1-yl)-1-oxobutan-2-yl)-4'-(methylsulfonyl)biphenyl-4-carboxamide FC1=CC=C(C=C1)[C@H]1[C@@H](C1)NCC[C@@H](C(=O)N1CCN(CC1)S(=O)(=O)C)NC(=O)C1=CC=C(C=C1)C1=CC=C(C=C1)S(=O)(=O)C